6-[4-[Acetyl(cyclopropylmethyl)amino]-3-chloro-phenyl]-N-[(6-amino-3-pyridyl)methyl]pyridine-3-carboxamide C(C)(=O)N(C1=C(C=C(C=C1)C1=CC=C(C=N1)C(=O)NCC=1C=NC(=CC1)N)Cl)CC1CC1